β-methylglutaric acid CC(CC(=O)O)CC(=O)O